3-(4-(3-chlorophenyl)-6-phenylpyrimidin-2-yl)-5-phenyl-5H-benzo[b]carbazole ClC=1C=C(C=CC1)C1=NC(=NC(=C1)C1=CC=CC=C1)C1=CC=C2C=3C=C4C(=CC3N(C2=C1)C1=CC=CC=C1)C=CC=C4